2,3,4,7-tetramethyloctane CC(C)C(C(CCC(C)C)C)C